C1N(CC2=CC=CC=C12)C1=NC=2N(C(=C1)C=1C=NNC1)N=C(C2)C(=O)NC2=CC(=CC=C2)N2CCOCC2 5-(isoindolin-2-yl)-N-(3-morpholinophenyl)-7-(1H-pyrazol-4-yl)pyrazolo[1,5-a]pyrimidine-2-carboxamide